C(C)(C)(C)NC[C@@H](COC1=NSN=C1N1CCOCC1)OC(OC(C)(C)C)=O carbonic acid tert-butyl ester (S)-1-(tert-butylamino-methyl)-2-(4-morpholin-4-yl-[1,2,5]thiadiazol-3-yloxy)-ethyl ester